Methyl 4-(4-phenoxybenzamido)picolinate O(C1=CC=CC=C1)C1=CC=C(C(=O)NC2=CC(=NC=C2)C(=O)OC)C=C1